C(C)(C)(C)NC(C([2H])[2H])=O N-tert-butyl-2,2-dideutero-acetamide